1-[8-[4-(dimethoxymethyl)-1-piperidyl]-4-isoquinolyl]-3-[(4-methoxyphenyl)methyl]hexahydropyrimidine-2,4-dione COC(C1CCN(CC1)C=1C=CC=C2C(=CN=CC12)N1C(N(C(CC1)=O)CC1=CC=C(C=C1)OC)=O)OC